FC(C(F)(F)F)(C1=CC(=NC2=C3C(=CC=C12)NC(=C3)C(=O)OCC)C(F)(F)F)F ethyl 4-(perfluoroethyl)-2-(trifluoromethyl)-7H-pyrrolo[2,3-h]quinoline-8-carboxylate